C1(CC1)C1=NC=C(C=N1)C1=CC2=C(N=CN(C2=O)C2=C(C(=CC=C2C)O)C)N1 6-(2-cyclopropylpyrimidin-5-yl)-3-(3-hydroxy-2,6-dimethylphenyl)-3,7-dihydro-4H-pyrrolo[2,3-d]pyrimidin-4-one